tert-butyl (3-aminoadamantan-1-yl)carbamate NC12CC3(CC(CC(C1)C3)C2)NC(OC(C)(C)C)=O